(S)-N-(1-(6-ethynyl-1-methyl-5-oxo-4-phenyl-1,2,4,5-tetrahydropyrrolo[4,3,2-de]isoquinolin-3-yl)ethyl)-2-((N-methylsulfamoyl)amino)pyrazolo[1,5-a]pyrimidine-3-carboxamide C(#C)C1=CC=C2C=3C(=C(N(C(C13)=O)C1=CC=CC=C1)[C@H](C)NC(=O)C=1C(=NN3C1N=CC=C3)NS(NC)(=O)=O)CN2C